N-(2-Fluoro-4-(((8-isopropyl-2-((tetrahydro-2H-pyran-4-yl)amino)pyrazolo[1,5-a][1,3,5]triazin-4-yl)amino)methyl)phenyl)propanamide FC1=C(C=CC(=C1)CNC1=NC(=NC=2N1N=CC2C(C)C)NC2CCOCC2)NC(CC)=O